tris(methylphenyl)tetrakis(phenyl)phosphonium boron [B+3].CC1=C(C=CC=C1)C1=C(C(=C(C=C1)[P+](C1=CC=CC=C1)(C1=CC=CC=C1)C1=CC=CC=C1)C1=C(C=CC=C1)C)C1=C(C=CC=C1)C